Methyl (S)-2-((S)-3-((tert-butoxycarbonyl)amino)-2-oxopyrrolidin-1-yl)-4-methylpentanoate C(C)(C)(C)OC(=O)N[C@@H]1C(N(CC1)[C@H](C(=O)OC)CC(C)C)=O